C(C)OC(=O)C1C(C(CCC1)C)C(=O)OCC 3-methylcyclohexane-1,2-dicarboxylic acid diethyl ester